tert-butyl (2S,3S,5S)-2-fluoro-3-([3-[2-(methoxymethoxy)-4-(4-methylpyrazol-1-yl)phenyl]-1,2,4-triazin-6-yl](methyl)amino)-8-azabicyclo[3.2.1]octane-8-carboxylate F[C@@H]1C2CC[C@@H](C[C@@H]1N(C)C1=CN=C(N=N1)C1=C(C=C(C=C1)N1N=CC(=C1)C)OCOC)N2C(=O)OC(C)(C)C